CC([C@@H](C(=O)O)N1C(C2=CC=C(C=C2C1)OC1CCNCC1)=O)(C)C (S)-3,3-dimethyl-2-(1-oxo-5-(piperidin-4-yloxy)isoindolin-2-yl)butyric acid